COC1=C(C=CC=C1C1=NN(N=C1)C)NC1=NC(=NC=C1C(CC([2H])([2H])[2H])=O)NC(=O)C1CC1 N-(4-((2-methoxy-3-(2-methyl-2H-1,2,3-triazol-4-yl)phenyl)amino)-5-(propanoyl-3,3,3-d3)pyrimidin-2-yl)cyclopropanecarboxamide